BrC1=CC=C2CCCC(C2=C1F)(O)CC1=NC(=NC(=C1CO)Cl)SC 7-Bromo-1-((6-chloro-5-(hydroxymethyl)-2-(methylthio)pyrimidin-4-yl)methyl)-8-fluoro-1,2,3,4-tetrahydronaphthalen-1-ol